BrC1=C(C2=C(NC(=N2)C(NC(=O)C=2N(N=CC2)CC)C2CCCCCCC2)C=C1)F N-[(5-bromo-4-fluoro-1H-benzimidazol-2-yl)(cyclooctyl)methyl]-2-ethylpyrazole-3-carboxamide